5-(4-((3-ethyl-2,4-dioxo-1,2,3,4-tetrahydrothieno[3,2-d]pyrimidin-6-yl)methyl)-4-hydroxypiperidin-1-yl)-N,6-dimethylpicolinamide C(C)N1C(NC2=C(C1=O)SC(=C2)CC2(CCN(CC2)C=2C=CC(=NC2C)C(=O)NC)O)=O